4-Chloro-1-[4-(1,1-difluoroethyl)phenyl]sulfonyl-3-[(2S)-2-(difluoromethyl)-4,4-difluoro-pyrrolidin-1-yl]indazole ClC1=C2C(=NN(C2=CC=C1)S(=O)(=O)C1=CC=C(C=C1)C(C)(F)F)N1[C@@H](CC(C1)(F)F)C(F)F